N-(1'-(6-(oxetan-3-yl)pyridin-2-yl)-1',2'-dihydrospiro[cyclopropane-1,3'-pyrrolo[3,2-c]pyridin]-6'-yl)acetamide O1CC(C1)C1=CC=CC(=N1)N1CC2(C=3C=NC(=CC31)NC(C)=O)CC2